2-[3-[2-(2-ethoxypyridin-3-yl)-8-oxo-7-[(3S)-pyrrolidin-3-yl]spiro[6H-1,7-naphthyridine-5,4'-piperidine]-1'-yl]-2-(trifluoromethyl)phenoxy]acetonitrile C(C)OC1=NC=CC=C1C1=NC=2C(N(CC3(CCN(CC3)C=3C(=C(OCC#N)C=CC3)C(F)(F)F)C2C=C1)[C@@H]1CNCC1)=O